C(C(=C)C)(=O)OCCOC methoxyethyl Methacrylate